Ethyl 2-bromo-2-(3-methoxy-2-((1r,4r)-4-(trifluoromethoxy)cyclohexyl)phenyl)acetate BrC(C(=O)OCC)C1=C(C(=CC=C1)OC)C1CCC(CC1)OC(F)(F)F